rac-tert-Butyl (3S,4S)-3-fluoro-4-[(trifluoromethanesulfonyl)oxy]pyrrolidine-1-carboxylate F[C@H]1CN(C[C@@H]1OS(=O)(=O)C(F)(F)F)C(=O)OC(C)(C)C |r|